(Z)-2-(5-Chloro-1-(4-(3-(4-methoxyphenyl)propyl)benzylidene)-2-methyl-1H-inden-3-yl)acetic acid ClC=1C=C2C(=C(/C(/C2=CC1)=C/C1=CC=C(C=C1)CCCC1=CC=C(C=C1)OC)C)CC(=O)O